ClC1=NC=C(C(=N1)C1=CNC2=C(C=CC=C12)SC)C(F)(F)F 3-(2-Chloro-5-(trifluoromethyl)pyrimidin-4-yl)-7-(methylthio)-1H-indole